Methyl (4-(3-amino-7-(5-morpholinopent-1-yn-1-yl)-1H-indazol-5-yl)pyridin-2-yl)carbamate NC1=NNC2=C(C=C(C=C12)C1=CC(=NC=C1)NC(OC)=O)C#CCCCN1CCOCC1